(R)-methyl 2-amino-propionate hydrochloride Cl.N[C@@H](C(=O)OC)C